IC=1N(C2=CC=C(C=C2C1)[N+](=O)[O-])S(=O)(=O)C1=CC=CC=C1 2-iodo-5-nitro-1-(benzenesulfonyl)-1H-indole